N1-(1-(2-fluoroethyl)azetidin-3-yl)-N4-(8-(3-(2-morpholinoethoxy)phenyl)quinazolin-2-yl)benzene-1,4-diamine FCCN1CC(C1)NC1=CC=C(C=C1)NC1=NC2=C(C=CC=C2C=N1)C1=CC(=CC=C1)OCCN1CCOCC1